NC=1C=NC(=NC1)C(=O)N1CC2=C(NC=3C(=C(C=CC23)Cl)Cl)CC1 (5-aminopyrimidin-2-yl)(6,7-dichloro-1,3,4,5-tetrahydro-2H-pyrido[4,3-b]indol-2-yl)methanone